N-[3-chloro-4-[4-[(2S,4R)-4-hydroxypyrrolidine-2-carbonyl]piperazine-1-carbonyl]phenyl]-5-[6-(dimethylamino)-2,5-difluoro-3-pyridyl]-1-methyl-imidazole-2-carboxamide ClC=1C=C(C=CC1C(=O)N1CCN(CC1)C(=O)[C@H]1NC[C@@H](C1)O)NC(=O)C=1N(C(=CN1)C=1C(=NC(=C(C1)F)N(C)C)F)C